OC1(CN(C=C1)C1=NC(=NC(=N1)C1=NC(=CC=C1)C(F)(F)F)NC1=CC(=NC=C1)C(F)(F)F)C#N (3-hydroxy-3-cyanopyrrol-1-yl)-6-(6-(trifluoromethyl)pyridin-2-yl)-N-(2-(trifluoromethyl)pyridin-4-yl)-1,3,5-triazin-2-amine